FC1=C(C=C(C=C1)C(CC1=NC(=NC(=N1)N[C@@H](CO)CC(C)C)NS(=O)(=O)C)C)CO N-(4-(2-(4-fluoro-3-(hydroxymethyl)phenyl)propyl)-6-(((R)-1-hydroxy-4-methylpent-2-yl)amino)-1,3,5-triazin-2-yl)methanesulfonamide